[N+](=O)([O-])C1=CC=C(OC2=CC(=NC=C2)C(=O)O)C=C1 4-(4-Nitrophenoxy)picolinic acid